N,N-dimethyl-2-(5-(3-methylpyridin-2-ylamino)-1,2,4-thiadiazol-3-yl)isonicotinamide CN(C(C1=CC(=NC=C1)C1=NSC(=N1)NC1=NC=CC=C1C)=O)C